N1CCC(CC1)COC1=C(C2=CC=CC=C2C=C1)SC1=C(C=CC2=CC=CC=C12)O 1-({2-[(piperidin-4-yl)methoxy]naphthalen-1-yl}sulfanyl)naphthalen-2-ol